BrC1=CC(=C(C(=N1)C(=O)OC)O)I methyl 6-bromo-3-hydroxy-4-iodopyridine-2-carboxylate